NCCCOCCOCCOCCCN diethylene glycol bis(3-amino propyl) ether